2-chloro-N-(8,9-difluoro-4,6-dioxo-1,4,5,6-tetrahydro-2H-pyrano[3,4-c]isoquinolin-1-yl)-N-methyl-4H-thieno[3,2-b]pyrrole-5-carboxamide ClC1=CC=2NC(=CC2S1)C(=O)N(C)C1COC(C=2NC(C=3C=C(C(=CC3C21)F)F)=O)=O